ClC1=NC(=CC(=C1)C1(CC(C1)C)C1=NN=CN1C)Cl 2,6-dichloro-4-(3-methyl-1-(4-methyl-4H-1,2,4-triazol-3-yl)cyclobutyl)pyridine